ClC1=CC=C(C=N1)NCC#CC=1N(C2=CC=C(C=C2C1)CNC1CCN(CC1)C(CN(C)C)=O)CC(F)(F)F 1-(4-{[(2-{3-[(6-chloropyridin-3-yl)amino]prop-1-yn-1-yl}-1-(2,2,2-trifluoroethyl)-1H-indol-5-yl)methyl]amino}piperidin-1-yl)-2-(dimethylamino)ethan-1-one